CN1N=C(C(=N1)C=1N=C2C(=NC1)CNC2=O)C 3-(2,5-dimethyl-2H-1,2,3-triazol-4-yl)-6,7-dihydro-5H-pyrrolo[3,4-b]pyrazin-5-one